FC=1C(=CC2=C(N=C(O2)N2[C@H]3COC[C@@H]2CC=2N=C(SC23)NC(=O)N[C@@H](CO)C)C1)F N-[(4S,8S)-10-(5,6-difluoro-1,3-benzoxazol-2-yl)-4,7,8,9-tetrahydro-5H-4,8-epiminooxocino[5,4-d][1,3]thiazol-2-yl]-N'-[(2R)-1-hydroxypropan-2-yl]urea